ClC1=NC=2CC(NCC2C=C1)CCCC1=CC=CC=C1 2-chloro-7-(3-phenylpropyl)-5,6,7,8-tetrahydro-1,6-naphthyridine